methyl 3-((7-(2-amino-3-cyano-7-fluorobenzo[b]thiophen-4-yl)-6-chloro-8-fluoro-2-(((2R,7aS)-2-fluorotetrahydro-1H-pyrrolizin-7a(5H)-yl)methoxy)quinazolin-4-yl)amino)propanoate NC1=C(C2=C(S1)C(=CC=C2C2=C(C=C1C(=NC(=NC1=C2F)OC[C@]21CCCN1C[C@@H](C2)F)NCCC(=O)OC)Cl)F)C#N